C(C)C(C(=O)OCC(O)CO)CCCC glycerol (ethylhexanoate)